C1(=CC=CC=C1)NC=CN(C=O)CCC N-(2-(phenylamino)vinyl)-N-propyl-formamide